octadeca-9,12-dienoic acid [2-[3-(diethylamino) propoxycarbonyloxymethyl]-3-(4,4-dioctyloxybutyloxy) propyl] ester C(C)N(CCCOC(=O)OCC(COC(CCCCCCCC=CCC=CCCCCC)=O)COCCCC(OCCCCCCCC)OCCCCCCCC)CC